5'-phosphoadenosine sulfate S(=O)(=O)(O)O.P(=O)(O)(O)OC[C@@H]1[C@H]([C@H]([C@@H](O1)N1C=NC=2C(N)=NC=NC12)O)O